4-cyano-N-octylbenzamide C(#N)C1=CC=C(C(=O)NCCCCCCCC)C=C1